4-(4-((N-methylsulfamoyl)methyl)phenyl)-1H-pyrrolo[2,3-b]pyridin CNS(=O)(=O)CC1=CC=C(C=C1)C1=C2C(=NC=C1)NC=C2